N-(2-aminophenyl)-9-((6-(5-((2,4-difluorophenyl)sulfonylamino)-6-methoxypyridin-3-yl)-4-methylquinazolin-8-yl)oxy)nonanamide NC1=C(C=CC=C1)NC(CCCCCCCCOC=1C=C(C=C2C(=NC=NC12)C)C=1C=NC(=C(C1)NS(=O)(=O)C1=C(C=C(C=C1)F)F)OC)=O